4-amino-5-[(4,4-difluoropiperidin-1-yl)methyl]pyrrolo[2,1-f][1,2,4]triazin-7-yl-N-[(3R,4S)-4-fluoro-1-(5-fluoropyridine-2-carbonyl)pyrrolidin-3-yl]-2-methoxypyridine-3-carboxamide NC1=NC=NN2C1=C(C=C2C2=C(C(=NC=C2)OC)C(=O)N[C@@H]2CN(C[C@@H]2F)C(=O)C2=NC=C(C=C2)F)CN2CCC(CC2)(F)F